ClC1=C(C=2N=C(N=CC2C(=N1)NCCC1=CC(=CC=C1)C=C)SC)F 7-chloro-8-fluoro-2-(methylthio)-N-(3-vinylphenethyl)pyrido[4,3-d]pyrimidin-5-amine